2-hydroxyethanesulfonate OCCS(=O)(=O)[O-]